OC1(CCN(C2(CC2)C1)C(=O)NC=1C(=NN(C1)C1OCCCC1)C1=CC2=C(C=N1)C(=NN2CC(C)C)N2CC(C2)OC)C(F)(F)F 7-hydroxy-N-[3-[1-isobutyl-3-(3-methoxyazetidin-1-yl)pyrazolo[4,3-c]pyridin-6-yl]-1-tetrahydropyran-2-yl-pyrazol-4-yl]-7-(trifluoromethyl)-4-azaspiro[2.5]octane-4-carboxamide